5-benzyl-2-chloro-7,8-dihydro-6H-pyrido[3,2-d]pyrimidine C(C1=CC=CC=C1)N1CCCC=2N=C(N=CC21)Cl